7-Chloro-8-fluoro-1,2,3,4-tetrahydropyrido[4,3-d]pyrimidine-2,4-dione ClC1=C(C=2NC(NC(C2C=N1)=O)=O)F